tert-butyl 4-(6-isopropoxy-5-(pyrazolo[1,5-a]pyrimidine-3-carboxamido)-2H-indazol-2-yl)piperidine-1-carboxylate C(C)(C)OC=1C(=CC2=CN(N=C2C1)C1CCN(CC1)C(=O)OC(C)(C)C)NC(=O)C=1C=NN2C1N=CC=C2